Dodecavinyl-cyclohexasiloxan C(=C)[Si]1(O[Si](O[Si](O[Si](O[Si](O[Si](O1)(C=C)C=C)(C=C)C=C)(C=C)C=C)(C=C)C=C)(C=C)C=C)C=C